N-(2-([1,1'-biphenyl]-4-yl)ethyl)-4-methoxyaniline C1(=CC=C(C=C1)CCNC1=CC=C(C=C1)OC)C1=CC=CC=C1